4-(6-chloro-2,2-difluorobenzo[d][1,3]dioxol-5-yl)aniline ClC=1C(=CC2=C(OC(O2)(F)F)C1)C1=CC=C(N)C=C1